4-(6-((1S,6R,7R)-7-(aminomethyl)-7-(2,3-difluorophenyl)-3-azabicyclo[4.1.0]heptan-3-yl)-1H-pyrazolo[3,4-b]pyrazin-3-yl)-3-chloropyridin-2-amine NC[C@@]1([C@@H]2CCN(C[C@H]12)C1=CN=C2C(=N1)NN=C2C2=C(C(=NC=C2)N)Cl)C2=C(C(=CC=C2)F)F